tert-butyl 4-((2,6-dihydroxy-3'-methyl-4-pentyl-[1,1'-biphenyl]-3-yl)sulfonyl)piperazine-1-carboxylate OC1=C(C(=CC(=C1S(=O)(=O)N1CCN(CC1)C(=O)OC(C)(C)C)CCCCC)O)C1=CC(=CC=C1)C